ClC=1C=C(C=CC1F)C(NC=1C=NC(=CC1)C(F)(F)F)C=1NC(=C(N1)S(=O)(=O)C)C N-((3-chloro-4-fluorophenyl)(5-methyl-4-(methylsulfonyl)-1H-imidazol-2-yl)methyl)-6-(trifluoromethyl)pyridin-3-amine